NC=1C=2N(C3=C(N1)C=NC(=C3)C(=O)N3[C@@H]1[C@H](OCC3)CC=3C=C(C=CC31)OC(F)(F)F)C=NC2 (4-aminoimidazo[1,5-a]pyrido[3,4-e]pyrazin-8-yl)((4aS,9aR)-7-(trifluoromethoxy)-2,3,9,9a-tetrahydroindeno[2,1-b][1,4]oxazin-4(4aH)-yl)methanone